ClC=1C=C(C=C(C1)Cl)C1(NC=C(C(=N1)NC1=CC=C2CCNCC2=C1)C=1C=NN(C1)C1CCNCC1)N 2-(3,5-dichlorophenyl)-5-(1-(piperidin-4-yl)-1H-pyrazol-4-yl)-N4-(1,2,3,4-tetrahydroisoquinolin-7-yl)pyrimidine-2,4-diamine